ClC1=NC(=C(C(=O)NC=2C=C(C=CC2)[S@](=O)(C)=NC(OC(C)(C)C)=O)C(=C1)C)N1CCC(CCC1)(F)F tert-butyl (R)-((3-(6-chloro-2-(4,4-difluoroazepan-1-yl)-4-methylnicotinamido)phenyl)(methyl)(oxo)-λ6-sulfaneylidene)carbamate